C1(CC1)CN1C(=CC2=CC=C(C=C12)N1CCC(CC1)OC)CO (1-(cyclopropylmethyl)-6-(4-methoxypiperidin-1-yl)-1H-indol-2-yl)methanol